C(C)(=O)OC1=C2C(=CNC2=CC=C1)CCN(CC)CC 3-(2-(diethylamino) ethyl)-1H-indol-4-yl acetate